FC1=CC=C(C=C1)C=1N=CN(C1C=1C=CC=2N(C1)C(=CN2)C#N)C[C@H](C)O (S)-6-(4-(4-fluorophenyl)-1-(2-hydroxy-propyl)-1H-imidazol-5-yl)imidazo[1,2-a]pyridine-3-carbonitrile